2-(1-ethoxyisoquinolin-4-yl)-9-phenyl-9H-carbazole C(C)OC1=NC=C(C2=CC=CC=C12)C1=CC=2N(C3=CC=CC=C3C2C=C1)C1=CC=CC=C1